NC1=NC=CC(=N1)C1=C(N=C(S1)C1=CC=C(C=C1)C1CCN(CC1)C(=O)C1CCN(CC1)C1=NC=C(C=C1)[C@H]1C(NC(CC1)=O)=O)C=1C(=C(C=CC1)NS(=O)(=O)CCC)F (S)-N-(3-(5-(2-aminopyrimidin-4-yl)-2-(4-(1-(1-(5-(2,6-dioxopiperidin-3-yl)pyridin-2-yl)piperidine-4-carbonyl)piperidin-4-yl)phenyl)thiazol-4-yl)-2-fluorophenyl)propane-1-sulfonamide